2,4-difluoro-N-(5-(4-((2S,5R)-4-(2-fluoroacryloyl)-2,5-dimethyl-piperazin-1-yl)quinazolin-6-yl)-2-methoxy-pyridin-3-yl)benzene-sulfonamide FC1=C(C=CC(=C1)F)S(=O)(=O)NC=1C(=NC=C(C1)C=1C=C2C(=NC=NC2=CC1)N1[C@H](CN([C@@H](C1)C)C(C(=C)F)=O)C)OC